C(#N)C1=CC(=C(C=C1)C1=C(C=CC(=C1)F)OC=1C(=NC=NC1)N1CC2(CCN(C2)C=2SC=C(N2)C(=O)O)CC1)C1CC1 2-(7-(5-((4'-cyano-2'-cyclopropyl-5-fluoro-[1,1'-biphenyl]-2-yl)oxy)pyrimidin-4-yl)-2,7-diazaspiro[4.4]non-2-yl)thiazole-4-carboxylic acid